CN(C)CC=1C=C(OC2CCN(CC2)CC(CC#N)N2N=CC(=C2)C=2C3=C(N=CN2)NC=C3)C=C(C1)F 4-(4-{3-[(dimethyl-amino)methyl]-5-fluorophenoxy}-piperidin-1-yl)-3-[4-(7H-pyrrolo[2,3-d]pyrimidin-4-yl)-1H-pyrazol-1-yl]-butanenitrile